CC=1OC2=C(C1)C=C(C=C2)OCC2=C(N(CS2)C2=CC=NN2C)C 2-methyl-N-(1-methyl-1H-pyrazol-5-yl)-5-((4-methylthiazol-5-yl)methoxy)benzofuran